C(C)S(=O)(=O)NC1=CC=C(C=C1)C1=NNC(=C1C(=O)N)NC 3-(4-(ethylsulfonamido)phenyl)-5-(methylamino)-1H-pyrazole-4-carboxamide